(S)-6-((6-chloro-(1,2,3,4-tetrahydronaphthyl))amino)-3-isopropylpyrimidine-2,4(1h,3h)-dione ClC=1C=C2CCC[C@@H](C2=CC1)NC1=CC(N(C(N1)=O)C(C)C)=O